5-cyano-N-(4-cyanobicyclo[2.2.2]oct-1-yl)benzamide C(#N)C=1C=CC=C(C(=O)NC23CCC(CC2)(CC3)C#N)C1